4-(3-((2-methyl-5-((methylsulfonyl)oxy)pentyl)amino)-4-nitrobenzyl)piperazine-1-carboxylic acid tert-butyl ester C(C)(C)(C)OC(=O)N1CCN(CC1)CC1=CC(=C(C=C1)[N+](=O)[O-])NCC(CCCOS(=O)(=O)C)C